(R)-3-((S)-2-aminopropoxy)-1-((3R,4R)-1-(5-cyclopropylpyrimidin-2-yl)-3-hydroxypiperidin-4-yl)pyrrolidin-2-one N[C@H](CO[C@H]1C(N(CC1)[C@H]1[C@@H](CN(CC1)C1=NC=C(C=N1)C1CC1)O)=O)C